ClC1=CC=C2C=CC3=CC=CC4=CC=C1C2=C34 L-1-chloropyrene